C1(CCCC1)N1N=NC2=C1C=CC(=C2)C2=NC(=NO2)C2=CC=C(C=C2)C 1-cyclopentyl-5-[3-(4-methylphenyl)-1,2,4-oxadiazol-5-yl]-1H-1,2,3-benzotriazole